C(C(C)C)(=O)N1C(CN(CC1C)S(=O)(=O)C1=CC=CC=C1)C(=O)NCC1=CC=C(C=C1)C1=NC=CC=C1 1-isobutyryl-6-methyl-4-(phenylsulfonyl)-N-(4-(pyridin-2-yl)benzyl)piperazine-2-carboxamide